N-acetoacetyl-2-isopropylaniline C(CC(=O)C)(=O)NC1=C(C=CC=C1)C(C)C